6-(4-(2-methoxyethyl)piperazin-1-yl)-3-(3-methyl-1H-indazol-5-yl)imidazo[1,2-b]pyridazine COCCN1CCN(CC1)C=1C=CC=2N(N1)C(=CN2)C=2C=C1C(=NNC1=CC2)C